(S)-5-(4-(4-((2-(2,6-dioxopiperidin-3-yl)-1,3-dioxoisoindolin-4-ylamino)methyl)benzyl)piperazin-1-yl)picolinamide O=C1NC(CC[C@@H]1N1C(C2=CC=CC(=C2C1=O)NCC1=CC=C(CN2CCN(CC2)C=2C=CC(=NC2)C(=O)N)C=C1)=O)=O